(±)-endo-4-amino-5-chloro-2-methoxy-N-(1-azabicyclo[3.3.1]non-4-yl)benzamide NC1=CC(=C(C(=O)NC2CCN3CCCC2C3)C=C1Cl)OC